COC=1C=2OC3=CC=C(CC4N(CCC=5C=C(C(OC=6C(=C(C=C7CCN(C(CC(=CC1)C2)C76)C)OC)OC)=CC45)OC)C)C=C3 9,20,21,25-tetramethoxy-15,30-dimethyl-7,23-dioxa-15,30-diazaheptacyclo[22.6.2.23,6.18,12.114,18.027,31.022,33]hexatriaconta-3,5,8(34),9,11,18,20,22(33),24(32),25,27(31),35-dodecaene